iodoethan ICC